2-(2,5-dimethyl-1H-pyrrol-1-yl)-7-(3-fluoro-6-(1H-pyrrol-3-yl)pyridin-2-yl)-[1,2,4]triazolo[1,5-a]pyridine CC=1N(C(=CC1)C)C1=NN2C(C=C(C=C2)C2=NC(=CC=C2F)C2=CNC=C2)=N1